5-(9-((1-(4-Amino-5-methoxy-2-(1-methyl-1H-pyrazol-4-yl)phenyl)piperidin-4-yl)methyl)-3,9-diazaspiro[5.5]undecan-3-yl)-2-(2,6-dioxopiperidin-3-yl)isoindoline NC1=CC(=C(C=C1OC)N1CCC(CC1)CN1CCC2(CCN(CC2)C=2C=C3CN(CC3=CC2)C2C(NC(CC2)=O)=O)CC1)C=1C=NN(C1)C